N-(5-cyclobutyl-1H-pyrazol-3-yl)-2-(4-(2-((8-((2-(2,6-dioxopiperidin-3-yl)-1,3-dioxoisoindolin-4-yl)amino)octyl)amino)-2-oxoethoxy)phenyl)acetamide C1(CCC1)C1=CC(=NN1)NC(CC1=CC=C(C=C1)OCC(=O)NCCCCCCCCNC1=C2C(N(C(C2=CC=C1)=O)C1C(NC(CC1)=O)=O)=O)=O